dipentaerythritol hexa(3-mercapto-3-phenylpropionate) SC(CC(=O)OCC(COC(CC(C1=CC=CC=C1)S)=O)(COCC(COC(CC(C1=CC=CC=C1)S)=O)(COC(CC(C1=CC=CC=C1)S)=O)COC(CC(C1=CC=CC=C1)S)=O)COC(CC(C1=CC=CC=C1)S)=O)C1=CC=CC=C1